CC(C#N)(C)N1N=C(C=C1)N\C(\C)=C\1/C(NC2=CN=C(C=C21)C=2C=NC=CC2C)=O (Z)-2-Methyl-2-(3-((1-(5-(4-methylpyridin-3-yl)-2-oxo-1H-pyrrolo[2,3-c]pyridin-3(2H)-ylidene)ethyl)amino)-1H-pyrazol-1-yl)propanenitrile